N-(5-(difluoromethoxy)-1H-pyrazol-3-yl)-6-((3-methylazepan-4-yl)oxy)pyrazin-2-amine FC(OC1=CC(=NN1)NC1=NC(=CN=C1)OC1C(CNCCC1)C)F